phosphorochloridite P([O-])([O-])Cl